Cl.ClC1=C(C(=CC=C1Cl)F)C1(CNC1)NC=1C=CC2=C(N(N=C2C1)CC(=O)O)C (6-{[3-(2,3-dichloro-6-fluorophenyl)azetidin-3-yl]amino}-3-methylindazol-2-yl)acetic acid hydrochloride